N-[2,4-difluoro-5-[2-methyl-6-(1-methylpyrazol-4-yl)-1-oxoisoquinolin-4-yl]phenyl]methane-sulfonamide FC1=C(C=C(C(=C1)F)C1=CN(C(C2=CC=C(C=C12)C=1C=NN(C1)C)=O)C)NS(=O)(=O)C